N=1NC=C2NC(NCC21)=O 2,4,6,7-tetrahydropyrazolo[4,3-d]Pyrimidine-5-one